1-vinylcyclopropaneamine hydrochloride Cl.C(=C)C1(CC1)N